(8S,13S,14S)-11-(4-(cyclopropylthio)phenyl)-13-methyl-1,6,7,8,11,12,13,14,15,16-decahydrospiro[cyclopenta[a]phenanthrene-3,2'-[1,3]dioxolan]-17(2H)-one C1(CC1)SC1=CC=C(C=C1)C1C[C@@]2(C(CC[C@H]2[C@@H]2CCC3=CC4(OCCO4)CCC3=C12)=O)C